2,6-Dimethylidenetetrahydro-1H-pyrrolizine C=C1CC2CC(CN2C1)=C